C(C)C(C(=O)OOC(C)(CCC(C)(C)OOC(C(CCCC)CC)=O)C)CCCC 2,5-Bis(2-ethylhexanoylperoxy)-2,5-dimethylhexan